1-[2-cyano-4-(trifluoromethyl)phenyl]-N-[(3R,4S)-4-fluoro-1-methylpyrrolidin-3-yl]-4-[6-(2-methoxyphenyl)pyridin-3-yl]piperidine-4-carboxamide C(#N)C1=C(C=CC(=C1)C(F)(F)F)N1CCC(CC1)(C(=O)N[C@@H]1CN(C[C@@H]1F)C)C=1C=NC(=CC1)C1=C(C=CC=C1)OC